(3S,4R)-1-(4-((8-(3-((Ethylsulfinyl)methyl)azetidin-1-yl)-5-isopropylisoquinoline-3-yl)amino)pyrimidin-2-yl)-3-fluoro-3-methylpiperidin-4-ol C(C)S(=O)CC1CN(C1)C=1C=CC(=C2C=C(N=CC12)NC1=NC(=NC=C1)N1C[C@]([C@@H](CC1)O)(C)F)C(C)C